5-{7-[(7S)-5,5-dimethyl-4-azaspiro[2.5]oct-7-yl]-7H-imidazo[4,5-c]pyridazin-3-yl}-2-methyl-1,3-benzooxazol-6-ol CC1(NC2(CC2)C[C@H](C1)N1C=NC2=C1N=NC(=C2)C=2C(=CC1=C(N=C(O1)C)C2)O)C